2-(4-((S)-3-((R)-(((R or S)-2-(4-cyanophenyl)propyl)amino)(phenyl)methyl)-2,3-dihydro-1H-pyrido[2,3-b][1,4]oxazin-7-yl)-1H-pyrazol-1-yl)-N-methylacetamide C(#N)C1=CC=C(C=C1)[C@H](CN[C@@H]([C@@H]1CNC2=C(O1)N=CC(=C2)C=2C=NN(C2)CC(=O)NC)C2=CC=CC=C2)C |o1:8|